FC1=CC=C(C=C1)S(=O)(=O)C1=CC=C(C=C1)F 4-Fluorophenylsulfon